C(#N)C1=C(SC2=C1C(=NC=C2F)C=2C1=C(C=3C=NC(=NC3C2F)N2C[C@@H]3CN([C@@H]3C2)C)COC1)NC(OC(C)(C)C)=O tert-Butyl (3-cyano-7-fluoro-4-(5-fluoro-3-((1S,5S)-6-methyl-3,6-diazabicyclo[3.2.0]heptan-3-yl)-7,9-dihydrofuro[3,4-f]quinazolin-6-yl)thieno[3,2-c]pyridin-2-yl)carbamate